2-(5-chlorobenzo[d]thiazol-2-yl)-N-((1r,2r)-1-(2,3-dihydrobenzo[b][1,4]dioxin-6-yl)-1-hydroxy-3-(pyrrolidin-1-yl)propan-2-yl)-2,2-difluoroacetamide ClC=1C=CC2=C(N=C(S2)C(C(=O)N[C@@H]([C@H](O)C2=CC3=C(OCCO3)C=C2)CN2CCCC2)(F)F)C1